CC=1C=C2C=3CCCC(C3NC2=CC1)N[C@@H](C)C1=CC=CC=C1 6-methyl-N-((S)-1-phenylethyl)-2,3,4,9-tetrahydro-1H-carbazol-1-amine